(S)-3-Fluoro-9-(2-isoxazolidin-2-yl-2-oxoethyl)-2-((R)-3-methylmorpholin-4-yl)-8-trifluoromethyl-6,7,8,9-tetrahydro-pyrimido[1,2-a]-pyrimidin-4-one FC1=C(N=C2N(C1=O)CC[C@H](N2CC(=O)N2OCCC2)C(F)(F)F)N2[C@@H](COCC2)C